(2R)-N-((R)-(3-chloro-2,4-difluorophenyl)((3S,6S)-6-(trifluoromethyl)tetrahydro-2H-pyran-3-yl)methyl)-2-methyl-3-oxopiperazine-1-carboxamide ClC=1C(=C(C=CC1F)[C@H](NC(=O)N1[C@@H](C(NCC1)=O)C)[C@H]1CO[C@@H](CC1)C(F)(F)F)F